ClC=1C=C(C=CC1F)NC1=NC=NC2=CC(=C(C=C12)OCCCN1CCN(CC1)CC=1C=C2CN(C(C2=CC1)=O)C1C(NC(CC1)=O)=O)OC 3-(5-((4-(3-((4-((3-chloro-4-fluorophenyl)amino)-7-methoxyquinazolin-6-yl)oxy)propyl)piperazin-1-yl)methyl)-1-oxoisoindolin-2-yl)piperidine-2,6-dione